3-[4-(4-Piperidylcarbamoyl)phenyl]-1-sulfamoyl-pyrrole-2-carboxylic acid hydrochloride Cl.N1CCC(CC1)NC(=O)C1=CC=C(C=C1)C1=C(N(C=C1)S(N)(=O)=O)C(=O)O